CN1C(CCCC1)=O 1-methyl-2-piperidinone